NC1CCN(CC1)CC1=CC=C(C=C1)C=1NC=2C=C(C=C3C2C1CCNC3=O)F 2-{4-[(4-aminopiperidin-1-yl)methyl]phenyl}-8-fluoro-1,3,4,5-tetrahydro-6H-azepino[5,4,3-cd]indol-6-one